methyl 7-bromo-2-(1-tert-butoxycarbonyl-3,6-dihydro-2H-pyridin-5-yl)-4-fluoro-1H-indole-5-carboxylate BrC=1C=C(C(=C2C=C(NC12)C1=CCCN(C1)C(=O)OC(C)(C)C)F)C(=O)OC